FC=1C=C2\C(\CC3(CN(CCC3)C(=O)OCC3=CC=CC=C3)OC2=CC1)=N/O benzyl (Z)-6-fluoro-4-(hydroxyimino)spiro[chromane-2,3'-piperidine]-1'-carboxylate